O1C(COCC1)COC1=NC(=NC(=C1)OCC1=CC=C(C=C1)OC)C1=CC=C(C=C1)Br 4-((1,4-dioxan-2-yl)methoxy)-2-(4-bromophenyl)-6-((4-methoxybenzyl)oxy)pyrimidine